C[C@@H]1N(C(C2=CC=C(C=C12)C#N)=O)CC1=CC2=C(NC(O2)=O)C=C1 |o1:1| rel-(S)-3-methyl-1-oxo-2-((2-oxo-2,3-dihydrobenzo[d]oxazol-6-yl)methyl)isoindoline-5-carbonitrile